2-(1-(4-(5-chloro-2-(1H-tetrazol-1-yl)phenyl)-5-methoxy-2-oxopyridin-1(2H)-yl)-2-phenylethyl)-1H-benzo[d]imidazole-5-carboxamide ClC=1C=CC(=C(C1)C1=CC(N(C=C1OC)C(CC1=CC=CC=C1)C1=NC2=C(N1)C=CC(=C2)C(=O)N)=O)N2N=NN=C2